(7R,8aS)-7-(2,3-dichloro-6-hydroxyphenyl)-2-[(3S)-3-hydroxypentanoyl]-hexahydropyrrolo[1,2-a]pyrazin-4-one ClC1=C(C(=CC=C1Cl)O)[C@H]1C[C@@H]2N(C(CN(C2)C(C[C@H](CC)O)=O)=O)C1